COC1=C(C(=C(C(=C1)C)OC)OC)OC 1,2,3,4-tetramethoxy-5-methyl-benzene